C(CC(C)C)NC(=O)N1C=NC2=C1C=CC(=C2)C=2C=NC=NC2 N-iso-pentyl-5-(pyrimidin-5-yl)-1H-benzo[d]imidazole-1-carboxamide